NC1N(CCCC1O)CC amino-1-1-ethyl-piperidin-3-ol